COCC1=CC=CC(=N1)CC#N 2-(6-(methoxymethyl)pyridin-2-yl)acetonitrile